1-(tert-butyl) 2-methyl (R)-4-cyclopropylpiperazine-1,2-dicarboxylate C1(CC1)N1C[C@@H](N(CC1)C(=O)OC(C)(C)C)C(=O)OC